ClC1=NC=C(C(=C1)N1C[C@H](CCC1)C)C=1C=NN(C1)C(F)F 2-chloro-5-[1-(difluoromethyl)pyrazol-4-yl]-4-[(3S)-3-methyl-1-piperidyl]pyridine